COCCOCO[C@H](CCN1N(C(SCC1)=O)CCC1=CC=C(S1)C(=O)OC)CC1=CC(=CC=C1)C#CC1=CSC=C1 Methyl (S)-5-(2-(4-(3-((2-methoxyethoxy)methoxy)-4-(3-(thiophen-3-ylethynyl)phenyl)butyl)-2-oxo-1,3,4-thiadiazinan-3-yl)ethyl)thiophene-2-carboxylate